C1(CC1)C1=C(C=C(C=C1)[C@@H](NC(=O)[C@H]1N(C[C@@H](C1)F)C(CN1C(CNCC1)=O)=O)C1=CC=CC=C1)F (2S,4R)-N-[(S)-(4-cyclopropyl-3-fluorophenyl)(phenyl)methyl]-4-fluoro-1-[2-(2-oxopiperazin-1-yl)acetyl]pyrrolidine-2-carboxamide